(S)-3-(3,4-difluoro-2-methoxyphenyl)-4-hydroxy-5-isopropylfuran-2(5H)-one FC=1C(=C(C=CC1F)C=1C(O[C@H](C1O)C(C)C)=O)OC